6'-(((1S,3S)-3-((6-Chloro-1,2,4-triazin-3-yl)amino)cyclopentyl)amino)-2H-[1,3'-bipyridin]-2-one ClC1=CN=C(N=N1)N[C@@H]1C[C@H](CC1)NC1=CC=C(C=N1)N1C(C=CC=C1)=O